4-(p-trifluoromethylphenyl)sulfonyloxytetrahydrothiophene-1,1-dioxide FC(C1=CC=C(C=C1)S(=O)(=O)OC1CCS(C1)(=O)=O)(F)F